ClC=1C(=NC=CN1)C(=O)OC methyl 3-chloropyrazine-2-carboxylate